OC1CCC(CC1)NC(=O)C1CC(CC1)CCC1=CC=CC=C1 N-(4-hydroxycyclohexyl)-3-phenethylcyclopentane-1-carboxamide